N1=CC=CC=2CCN(CC12)CC[C@H](CSC1=CC=CC=C1)NC1=C(C=C(C=C1)S(=O)(=O)N)S(=O)(=O)C(F)(F)F (R)-4-((4-(5,8-dihydro-1,7-naphthyridin-7(6H)-yl)-1-(phenylthio)butan-2-yl)amino)-3-((trifluoromethyl)sulfonyl)benzenesulfonamide